CN(C1(CCC2(CN(C(N2)=O)CC2=CC=C(C=C2)OC)CC1)C1=CC=C(C=C1)OCOC)C CIS-8-Dimethylamino-8-[4-(methoxymethyloxy)-phenyl]-3-[(4-methoxyphenyl)-methyl]-1,3-diazaspiro[4.5]decan-2-one